2,6-dihydroxy-5'-methyl-N-(oxetan-2-ylmethyl)-4-pentyl-1',2',3',4'-tetrahydro-[1,1'-biphenyl]-3-sulfonamide OC1=C(C(=CC(=C1S(=O)(=O)NCC1OCC1)CCCCC)O)C1CCCC(=C1)C